C(N)(=N)NC(CC=1C(=C(C=CC1Cl)C1=CC(=CC=C1)C#N)Cl)=O N-carbamimidoyl-2-(2,4-dichloro-3'-cyano-[1,1'-biphenyl]-3-yl)acetamide